5-((5-(3-(5-(tert-butyl)-4-methyloxazol-2-yl)cyclopentyl)-1H-pyrazol-3-yl)amino)-4-fluoro-1,3-dihydrobenzo[c]isothiazole 2,2-dioxide C(C)(C)(C)C1=C(N=C(O1)C1CC(CC1)C1=CC(=NN1)NC1=C(C2=C(NS(C2)(=O)=O)C=C1)F)C